2-(2-chlorophenyl)-3-cyanomethyl-indazole ClC1=C(C=CC=C1)N1N=C2C=CC=CC2=C1CC#N